ClC=1C(=C(C=CC1)N1C(C=CC1=O)=O)C N-(3-chloro-2-methylphenyl)maleimide